FC1=C(OCCCC(=O)OCC)C(=CC(=C1)C1=CC=C2C=CNC2=C1)F ethyl 4-[2,6-difluoro-4-(1H-indol-6-yl)-phenoxy]-butyrate